N-((R)-6-Bromochroman-3-yl)-5-(difluoromethyl)-6,7-dihydro-5H-pyrazolo[5,1-b][1,3]oxazine-2-carboxamide BrC=1C=C2C[C@H](COC2=CC1)NC(=O)C1=NN2C(OC(CC2)C(F)F)=C1